(E)-4-(dimethylamino)-1-(4-(3-hydroxy-2-(pyridin-2-yl)-4,5,6,7-tetrahydro-2H-indazol-5-yl)piperazin-1-yl)but-2-en-1-one CN(C/C=C/C(=O)N1CCN(CC1)C1CC2=C(N(N=C2CC1)C1=NC=CC=C1)O)C